methyl 8-oxo-5,6,7,8-tetrahydronaphthalene-2-carboxylate O=C1CCCC=2C=CC(=CC12)C(=O)OC